ClC=1C(=C(C(=CC1)F)C=1C(N(N=C(C1O)C)C)=O)CCC=1C=NC=CC1 4-[3-chloro-6-fluoro-2-[2-(3-pyridyl)ethyl]phenyl]-5-hydroxy-2,6-dimethyl-pyridazin-3-one